([1,1'-biphenyl]-4-yl)-9,9-dimethyl-3-(4,4,5,5-tetramethyl-1,3,2-dioxaborolan-2-yl)-9H-fluoren-2-amine C1(=CC=C(C=C1)C1=C(C(=CC=2C3=CC=CC=C3C(C12)(C)C)B1OC(C(O1)(C)C)(C)C)N)C1=CC=CC=C1